2,4-diamino-6-(1-phenyl-1H-1,2,3-triazol-4-yl)quinazoline NC1=NC2=CC=C(C=C2C(=N1)N)C=1N=NN(C1)C1=CC=CC=C1